N-(3-((5-((dimethylamino)methyl)-2-((4-(4-methylpiperazin-1-yl)phenyl)amino)-7H-pyrrolo[2,3-d]pyrimidin-4-yl)oxy)phenyl)acrylamide CN(C)CC1=CNC=2N=C(N=C(C21)OC=2C=C(C=CC2)NC(C=C)=O)NC2=CC=C(C=C2)N2CCN(CC2)C